5,7-Dichloro-8-fluoropyrido[4,3-d]pyrimidine-2,4(1H,3H)-dione ClC1=NC(=C(C=2NC(NC(C21)=O)=O)F)Cl